4-(Dimethylamino)-N-[trans-(7RS,9RS)-3-cyclopropyl-9-[[4-(dimethylamino)benzoyl]amino]-5-(2-methylpropylsulfamoyl)-8,9-dihydro-7H-cyclopenta[h]isochinolin-7-yl]benzamid CN(C1=CC=C(C(=O)N[C@@H]2C[C@H](C=3C2=CC(=C2C=C(N=CC32)C3CC3)S(NCC(C)C)(=O)=O)NC(C3=CC=C(C=C3)N(C)C)=O)C=C1)C |r|